COC1CCC(CC1)N1C(=NC2=C1C=CC(=C2)C2=CC=NN2C)N2C(CCCC2)=O 1-(((1r,4S)-4-methoxycyclohexyl)-5-(1-methyl-1H-pyrazol-5-yl)-1H-benzo[d]imidazol-2-yl)piperidin-2-one